FC(C1=NC(=CC(=C1)C(F)(F)F)C(=C)C(F)(F)F)F 2-(difluoromethyl)-4-(trifluoromethyl)-6-(3,3,3-trifluoroprop-1-en-2-yl)pyridine